tert-butyl (6-(2-methoxypyrimidin-5-yl)benzo[d]thiazol-2-yl)carbamate COC1=NC=C(C=N1)C1=CC2=C(N=C(S2)NC(OC(C)(C)C)=O)C=C1